C(C)(C)OC([C@H](CC1=CC(=CC=C1)S(=O)(=O)C)NC(=O)C1=C(C2=C(C(=NS2)NCC2=CC=C(C=C2)OC)C=C1Cl)Cl)=O (s)-2-(5,7-dichloro-3-((4-methoxybenzyl)amino)benzisothiazole-6-carboxamido)-3-(3-(methylsulfonyl)phenyl)propanoic acid isopropyl ester